((1r,4r)-4-((2-((4-((S)-3-phenylisoxazolidin-2-yl)-5-(trifluoromethyl)pyrimidin-2-yl)amino)-7,8-dihydro-1,6-naphthyridin-6(5H)-yl)methyl)cyclohexyl)methyl methanesulfonate CS(=O)(=O)OCC1CCC(CC1)CN1CC=2C=CC(=NC2CC1)NC1=NC=C(C(=N1)N1OCC[C@H]1C1=CC=CC=C1)C(F)(F)F